OC1=CC(=CC2=CC=CC=C12)B(O)O 4-HYDROXYNAPHTHALENE-2-BORONIC ACID